C(C(=C)C)(=O)C(CC(F)(F)F)(C(=O)O)CC methacryloyl-ethyl-trifluoropropyl-carboxylic acid